methyl 3-(N-(2-hydroxyethyl) methylsulfonylamino)-4-methoxybenzoate OCCN(C=1C=C(C(=O)OC)C=CC1OC)S(=O)(=O)C